CCCCC(CCCC(CCCCCCCCC)O)O octadecane-5,9-diol